(E)-2-(2-amino-pyrimidin-5-yl)-3-(3-(3,5-bis-(trifluoromethyl)-phenyl)-1H-1,2,4-triazol-1-yl)acryl-amide NC1=NC=C(C=N1)/C(/C(=O)N)=C\N1N=C(N=C1)C1=CC(=CC(=C1)C(F)(F)F)C(F)(F)F